(3,4-epoxycyclohexyl)ethyl-methyldiisopropenyloxysilane C1(CC2C(CC1)O2)CC[Si](OC(=C)C)(OC(=C)C)C